FC1(CN(C1)C(=O)C=1N(C2=CC(=CC=C2C1)C1=NC=CC(=N1)NC1=CC=C(C=C1)C=1N=NN(C1)CC1=CC=C(C=C1)OC)C)F 2-[2-(3,3-difluoroazetidine-1-carbonyl)-1-methyl-1H-indol-6-yl]-N-(4-{1-[(4-methoxyphenyl)methyl]-1H-1,2,3-triazol-4-yl}phenyl)pyrimidin-4-amine